N-cyclohexyl-2-(hydroxyimino)-2-phenylacetamide C1(CCCCC1)NC(C(C1=CC=CC=C1)=NO)=O